3-(2-methyl-5-isopropylcyclohexyloxy)-1,2-propanediol CC1C(CC(CC1)C(C)C)OCC(CO)O